tert-butyl N-methyl-N-(4-methylpiperidin-4-yl)carbamate CN(C(OC(C)(C)C)=O)C1(CCNCC1)C